CC1=C(C(=CC(=C1)CC=1C=NC=CC1)N)N methyl-5-(3-pyridylmethyl)benzene-1,2-diamine